COC=1C(=CC2=CNN=C2C1)C(=O)NC=1C(N(C=CC1)C1COC1)=O 6-methoxy-N-(1-(oxetan-3-yl)-2-oxo-1,2-dihydropyridin-3-yl)-2H-indazole-5-carboxamide